3-((6-chloro-2-cyclopropyl-1-(1-methyl-1H-pyrazol-4-yl)-1H-indol-3-yl)thio)benzoic acid ClC1=CC=C2C(=C(N(C2=C1)C=1C=NN(C1)C)C1CC1)SC=1C=C(C(=O)O)C=CC1